methoxyl alcohol O(C)O